Ethyl-N'-(3-dimethylaminopropyl)carbodiimide hydrochloride CCN=C=NCCCN(C)C.Cl